ClC=1C(=C(C=CC1)S(=O)(=O)CN1[C@@H](CC(CC1)(C(=O)O)CC1=NC(=CC=C1F)NC1=NNC(=C1)C)C)F (2R)-1-(((3-chloro-2-fluorophenyl)-sulfonyl)methyl)-4-((3-fluoro-6-((5-methyl-1H-pyrazol-3-yl)-amino)pyridin-2-yl)methyl)-2-methylpiperidine-4-carboxylic acid